SCOB(O)O mercaptomethyl-boric acid